OCC=1C=C(C=C2N=C(C=3N(C12)C=CC3)N3CCC1(CC1)CC3)C(=O)O 9-(hydroxymethyl)-4-(6-azaspiro[2.5]octan-6-yl)pyrrolo[1,2-a]quinoxaline-7-carboxylic acid